1-(((6-(2-chloro-2'-methyl-3'-((2-methylpyrido[3,2-d]pyrimidin-4-yl)amino)-[1,1'-biphenyl]-3-yl)-2-methoxypyridin-3-yl)methyl)amino)-2-methylpropan-2-ol ClC1=C(C=CC=C1C1=CC=C(C(=N1)OC)CNCC(C)(O)C)C1=C(C(=CC=C1)NC=1C2=C(N=C(N1)C)C=CC=N2)C